NC1=NN(C2=CC(=CC(=C12)C1=CC=C(C=C1)N)N1C[C@H]2N(CC1)C(CC2)=O)C (S)-2-(3-amino-4-(4-aminophenyl)-1-methyl-1H-indazol-6-yl)hexahydropyrrolo[1,2-a]pyrazin-6(2H)-one